[Cl-].C(OC)(OCCCCCCCCCCC)=O methyl undecyl carbonate chloride